NCCCN(C(=O)[C@H]1N(CC[C@H]1O)C1=NC(=CC(=C1)C(F)(F)F)C)C1=CC(=C(C=C1)F)Cl (2S,3R)-N-(3-aminopropyl)-N-(3-chloro-4-fluorophenyl)-3-hydroxy-1-(6-methyl-4-(trifluoromethyl)pyridin-2-yl)pyrrolidine-2-carboxamide